BrC1=CC=C(C=C1)C=1C(=CC=CC1)C1=CC=CC=C1 1-bromo-4,1':2',1''-terphenyl